C(C)(C)(C)OC(=O)N1CC(CCCCC1)C(N[C@@H](CC1=CC=C(C=C1)C=1C=CC2=C(N(C(O2)=O)C)C1)C#N)=O tert-butyl-3-{[(1S)-1-cyano-2-[4-(3-methyl-2-oxo-2,3-dihydro-1,3-benzoxazol-5-yl)phenyl]ethyl]carbamoyl}-azocane-1-carboxylate